diisopropyl acetoacetylmethylmalonate C(CC(=O)C)(=O)C(C(=O)OC(C)C)(C(=O)OC(C)C)C